2-(methoxymethyl)-3-methylpyridine COCC1=NC=CC=C1C